CC1=C(N=C(O1)C1=CC=C(C=C1)C(F)(F)F)CC1=CC=C(C=C1)OC1=CC=CC=C1 5-methyl-4-(4-phenoxybenzyl)-2-(4-(trifluoromethyl)phenyl)oxazole